BrC1=CC2=C(NC3=C(NC2=O)C=C(C=C3)C(=O)O)C=C1 2-bromo-11-oxo-10,11-dihydro-5H-dibenzo[b,e][1,4]diazepine-8-carboxylic acid